CC1(C=C)CC=C(C=C1)C p-DIMETHYLSTYRENE